OCCCN1CN(CN(C1)CCCO)CCCO 1,3,5-tris(3-hydroxypropyl)-hexahydro-1,3,5-triazine